[N+](=O)([O-])C=1SC=CC1SC#N [(2-nitrothiophen-3-yl)sulfanyl]formonitrile